ClC1=CC=C(C=C1)C1=NN(C(C=C1)=O)CC(=O)NC1=NC=CC=C1C 2-(3-(4-chlorophenyl)-6-oxopyridazin-1(6H)-yl)-N-(3-methylpyridin-2-yl)acetamide